(3-azabicyclo[3.2.1]oct-1-yl)acetamide C12(CNCC(CC1)C2)CC(=O)N